(S)-3-amino-tetrahydrofuran N[C@@H]1COCC1